4-[(3R)-3-(cyclopropylamino)pyrrolidin-1-yl]-N-(7-fluoro-2-methyl-indazol-5-yl)-6-hydroxy-2-methyl-indazole-7-carboxamide C1(CC1)N[C@H]1CN(CC1)C=1C2=CN(N=C2C(=C(C1)O)C(=O)NC1=CC2=CN(N=C2C(=C1)F)C)C